CC(CCCC(C)(C)C)(O)C1=CCCC1 methyltrimethylcyclopentenyl-pentanol